ClC1=C(C=C(C=C1)C1(N(C2=CC(=C(C=C2C1)F)OC)C1=NC(=CC(=C1)C(F)(F)F)C)C(=O)NC)C (4-chloro-3-methylphenyl)-5-fluoro-6-methoxy-N-methyl-1-(6-methyl-4-(trifluoromethyl)pyridin-2-yl)indoline-2-carboxamide